2-chloro-N-cyclopropyl-N-methyl-3-nitropyridin-4-amine ClC1=NC=CC(=C1[N+](=O)[O-])N(C)C1CC1